O=C1[C@H](CNCC[C@@H]2N1[C@@H](CC2)C(N[C@@H]2CCOC1=CCCC=C21)=O)NC(OC(C)(C)C)=O tert-butyl ((5S,8S,10aR)-6-oxo-8-(((R)-3,4,6,7-tetrahydro-2H-chromen-4-yl)carbamoyl)decahydropyrrolo[1,2-a][1,5]diazocin-5-yl)carbamate